barium montanoate C(CCCCCCCCCCCCCCCCCCCCCCCCCCC)(=O)[O-].[Ba+2].C(CCCCCCCCCCCCCCCCCCCCCCCCCCC)(=O)[O-]